(1-(2,5-Dichloropyrimidin-4-yl)-3-methylindolin-3-yl)methanol ClC1=NC=C(C(=N1)N1CC(C2=CC=CC=C12)(C)CO)Cl